9-(6-((2,4-dimethoxybenzyl)(methyl)amino)pyridin-3-yl)-6,7-dimethoxynaphtho[2,3]furan COC1=C(CN(C2=CC=C(C=N2)C2=C3C=C(C(=CC3=CC=3C=COC32)OC)OC)C)C=CC(=C1)OC